2-hydroxy-2-methylethyl propionate (2-hydroxy-2-METHYL ETHYL propionate) OC(CC(C(=O)O)C)C.C(CC)(=O)OCC(C)O